(S)-1-((S)-2-((tert-butoxycarbonyl)amino)-3-(3-(3-(3-hydroxy-2,2-dimethylpropyl)-2-iodo-1H-indol-5-yl)phenyl)propanoyl)hexahydropyridazine-3-carboxylic acid C(C)(C)(C)OC(=O)N[C@H](C(=O)N1N[C@@H](CCC1)C(=O)O)CC1=CC(=CC=C1)C=1C=C2C(=C(NC2=CC1)I)CC(CO)(C)C